[NH4+].C(CCC)C=1C(=C2C(=C(C(=C(C2=CC1)O)CC1=CC=CC=C1)CCCC)S(=O)(=O)[O-])CCCC tributylbenzyl-1-hydroxy-4-naphthalenesulfonic acid ammonium salt